iron-manganese oleate C(CCCCCCC\C=C/CCCCCCCC)(=O)[O-].[Mn+2].[Fe+2].C(CCCCCCC\C=C/CCCCCCCC)(=O)[O-].C(CCCCCCC\C=C/CCCCCCCC)(=O)[O-].C(CCCCCCC\C=C/CCCCCCCC)(=O)[O-]